1-methyl-1H-imidazole-2-carboxylate CN1C(=NC=C1)C(=O)[O-]